C1(=C(C(=CC(=C1)C)C)C=1N=C(SC1)NC(C(C)(C)C)=O)C N-(4-mesitylthiazol-2-yl)pivaloamide